The molecule is a commercially important azabicyclic antibiotic obtained from Streptomyces sapporonensis. It inhibits the Rho protein of E. coli. It has a role as an antibacterial agent, an antiinfective agent and an antidiarrhoeal drug. It is an azabicycloalkane and a bridged compound. C[C@](CO)([C@@H]([C@@]12C(=O)N[C@@](C(=C)CCO1)(C(=O)N2)O)O)O